{[5-(5-Chloropyridin-2-yl)-1-(2,4-difluorophenyl)-1H-1,2,4-triazol-3-yl]oxy}acetylchlorid ClC=1C=CC(=NC1)C1=NC(=NN1C1=C(C=C(C=C1)F)F)OCC(=O)Cl